8-(cyclohex-1-en-1-yl)-3-(1-hydroxypropan-2-yl)-6-(5-(trifluoromethyl)pyridin-2-yl)pyrido[3,4-d]pyrimidin-4(3H)-one C1(=CCCCC1)C1=NC(=CC2=C1N=CN(C2=O)C(CO)C)C2=NC=C(C=C2)C(F)(F)F